9-(2-hydroxy-prop-2-yl)-6-isopropyl-2-methoxy-3-(3-methoxy-propoxy)-5,6-dihydro-10H-pyrido[1,2-H][1,7]Naphthyridin-10-one OC(C)(C)C=1C(C=C2N(C(CC=3C=C(C(=NC23)OC)OCCCOC)C(C)C)C1)=O